OC(C[C@H]1CC(N(C1)C(=O)OC(C)(C)C)(C)C)CC(C)(C)C tert-butyl (4R)-4-(2-hydroxy-4,4-dimethyl-pentyl)-2,2-dimethyl-pyrrolidine-1-carboxylate